6-chloro-4-methylheptyloxynonyloxymethyl ether ClC(CC(CCCOCCCCCCCCCOCOCOCCCCCCCCCOCCCC(CC(C)Cl)C)C)C